methyl hydrogen (3-((6-amino-8-bromo-2-((1-hydroxypropane-2-yl)oxy)-9H-purine-9-yl)methyl)benzyl)phosphonate NC1=C2N=C(N(C2=NC(=N1)OC(CO)C)CC=1C=C(CP(OC)(O)=O)C=CC1)Br